N-(4-(6-(((3aR,5s,6aS)-2-((tetrahydro-2H-pyran-4-yl)methyl)octahydrocyclopenta[c]pyrrol-5-yl)amino)pyridazin-3-yl)phenyl)propionamide O1CCC(CC1)CN1C[C@@H]2[C@H](C1)CC(C2)NC2=CC=C(N=N2)C2=CC=C(C=C2)NC(CC)=O